C1(CCCC(=O)OOO1)=O Alpha-Keto Glutarate